C1(=CC=CC=C1)N(C1=CC=C(C=C1)C=1C2=CC=CC=C2C(=C2C=CC=CC12)C1=CC=NC2=CC=CC=C12)C1=CC=CC=C1 N,N-diphenyl-4-(10-(quinolin-4-yl)anthracene-9-yl)aniline